ClCCCC(C[C@H](N)C(=O)[O-])C(=O)[O-] γ-3-chloropropanyl-L-glutamate